N-methyl-diethanolamine CN(CCO)CCO